C(C)(C)CC(=O)O.C(C)(=O)OC(C)C isopropyl ethanoate (isopropyl acetate)